1-butylcyclohex-1-ene C(CCC)C1=CCCCC1